C(C=C)(=O)N1C[C@@H]2N(C(C=3C=4N(C=NC4C(=C(C3)F)C3=CC=C(C=4SC(=C(C43)C#N)N)F)CC2)=O)CC1 (S)-4-((R)-9-Acryloyl-2-fluoro-12-oxo-7,7a,8,9,10,11-hexahydro-6H,12H-4,5a,9,11a-tetraazabenzo[5,6]cycloocta[1,2,3-cd]inden-3-yl)-2-amino-7-fluorobenzo[b]thiophene-3-carbonitrile